COC(=O)C1=CC=C(C2=C(N(N=C12)COCC[Si](C)(C)C)C(C)=O)OC acetyl-4-methoxy-2-((2-(trimethylsilyl)ethoxy)methyl)-2H-indazole-7-carboxylic acid methyl ester